The molecule is a dipeptide composed of two L-threonine units joined by a peptide linkage. It has a role as a Mycoplasma genitalium metabolite. It derives from a L-threonine. C[C@H]([C@@H](C(=O)N[C@@H]([C@@H](C)O)C(=O)O)N)O